OC1C(N(C(C1C1(NC2=CC=CC=C2C1=O)C1=CC=CC=C1)=O)CC(C)C)=O 3-Hydroxy-1-isobutyl-4-(3-oxo-2-phenylindolin-2-yl)pyrrolidine-2,5-dione